ClC1=CC(=C(C=C1)C1(OC2=C(O1)C=CC=C2C=2CCN(CC2)[C@@H](C)C2=NC1=C(N2C[C@H]2OCC2)C=C(C=C1)C(=O)OC)C)F methyl 2-((1S)-1-(4-(2-(4-chloro-2-fluorophenyl)-2-methylbenzo[d][1,3]dioxol-4-yl)-3,6-dihydropyridin-1(2H)-yl) ethyl)-1-(((S)-oxetan-2-yl) methyl)-1H-benzo[d]imidazole-6-carboxylate